P(=O)(=O)NC(=O)N e-phospho-urea